C(C)(C)(C)N(C(O)=O)C1COC2=C1C(=CC=C2)C=O.C2(=CC=CC=C2)C=2NC(=NN2)C=2C=CC(=C(C2)S(=O)(=O)N2CCOCC2)C(F)(F)F ((5-(5-phenyl-4H-1,2,4-triazol-3-yl)-2-(trifluoromethyl)phenyl)sulfonyl)morpholine tert-butyl-(4-formyl-2,3-dihydrobenzofuran-3-yl)carbamate